thioiodide S(I)I